CS(=O)(=O)C1CCC(CC1)=O 4-(methylsulfonyl)cyclohexan-1-one